[Sn].[Ge].[Si].[Ga].N1(C=NC=C1)CC1=C2C(=NC(=C1)C=1C=C3CN(C(C3=CC1)=O)C1C(NC(CC1)=O)=O)N(C=C2)C 3-(5-(4-((1H-imidazol-1-yl)methyl)-1-methyl-1H-pyrrolo[2,3-b]pyridin-6-yl)-1-oxoisoindolin-2-yl)piperidine-2,6-dione gallium silicon germanium tin